(3S)-3-(2-methylthiazol-4-yl)isoxazolidine trifluoroacetate salt FC(C(=O)O)(F)F.CC=1SC=C(N1)[C@H]1NOCC1